tert-Butyl (±)-trans-4-phenyl-3-{[3-(6-fluoropyridin-3-yl)phenyl]carbamoyl}pyrrolidine-1-carboxylate C1(=CC=CC=C1)[C@H]1[C@@H](CN(C1)C(=O)OC(C)(C)C)C(NC1=CC(=CC=C1)C=1C=NC(=CC1)F)=O |r|